FC(C1=CC=C(C(=N1)OC)[C@@H]1[C@H](O[C@]([C@H]1C)(C(F)(F)F)C)C(=O)NC1=CC(=NC=C1)C(=O)N)F (2S,3R,4S,5R)-4-[[3-[6-(difluoromethyl)-2-methoxy-3-pyridinyl]-4,5-dimethyl-5-(trifluoromethyl)tetrahydrofuran-2-carbonyl]amino]pyridine-2-carboxamide